OC=1C(N(N=CC1C=1C(=NC(=CC1)C(F)(F)F)COCCOC)C)=O 4-hydroxy-5-(2-((2-methoxyethoxy)methyl)-6-(trifluoromethyl)pyridin-3-yl)-2-methylpyridazin-3(2H)-one